4-methoxy-6-[(5'S,7a'R)-3'-oxo-5'-phenyltetrahydro-1H,3'H-spiro[piperidine-4,2'-pyrrolo[2,1-b][1,3]oxazol]-1-yl]pyridine-3-carbonitrile COC1=C(C=NC(=C1)N1CCC2(C(N3[C@H](O2)CC[C@H]3C3=CC=CC=C3)=O)CC1)C#N